(R)-(1-(3-(5-(3-(tert-butylamino)-2-cyano-3-oxoprop-1-en-1-yl)-2-fluorophenoxy)propaneAmido)-2-phenylethyl)boronic acid C(C)(C)(C)NC(C(=CC=1C=CC(=C(OCCC(=O)N[C@@H](CC2=CC=CC=C2)B(O)O)C1)F)C#N)=O